3,4-diglycidyloxystyrene C(C1CO1)OC=1C=C(C=C)C=CC1OCC1CO1